5-[4-[(4-methyl-3-pyridyl)amino]cyclohexoxy]-7-morpholino-1,6-naphthyridin-3-ol CC1=C(C=NC=C1)NC1CCC(CC1)OC1=C2C=C(C=NC2=CC(=N1)N1CCOCC1)O